F[C@H]1[C@H](CNC1)NC=1C=C2CN3[C@@H](C2=CC1)CN(C[C@H]3C)C=3C=CC(=C1N=CSC13)C#N 7-[(4R,10bS)-8-[[(3S,4R)-4-fluoropyrrolidin-3-yl]amino]-4-methyl-3,4,6,10b-tetrahydro-1H-pyrazino[2,1-a]isoindol-2-yl]-1,3-benzothiazole-4-carbonitrile